C1(=CC=CC=C1)C(CCCCC1=NNC=N1)CC1=NNC=N1 5-Phenyl-3,3'-hexamethylenebis(1,2,4-triazole)